[Al].[Fe].[Mg].[Ca] calcium-magnesium-iron-aluminum salt